2-[[5-(2,5-Dichlorophenyl)-2-furanyl]methylene]-1H-indene-1,3(2H)-dione ClC1=C(C=C(C=C1)Cl)C1=CC=C(O1)C=C1C(C2=CC=CC=C2C1=O)=O